OC1=C(C=CC=C1)C(C=O)(C)C hydroxydimethylbenzeneethanone